C1(=CC=CC=C1)N(C(OC(C(C)C)C(CC)OC(N(C1=CC=CC=C1)C1=CC=CC=C1)=O)=O)C1=CC=CC=C1 2-methylhexane-3,4-diyl bis(diphenylcarbamate)